2-(2-(1-Benzylpiperidin-4-yl)ethyl)-4-phenylpyridazin-3(2H)-one hydrochloride Cl.C(C1=CC=CC=C1)N1CCC(CC1)CCN1N=CC=C(C1=O)C1=CC=CC=C1